tert-butyl 3-(4-(azetidin-1-yl)pyrimidin-5-yl)azetidine-1-carboxylate N1(CCC1)C1=NC=NC=C1C1CN(C1)C(=O)OC(C)(C)C